C[Si](CC)(C)C 2-(trimethylsilyl)ethane